C(CC=C)O n-But-3-en-1-ol